ClC1=CC=CC(=N1)C(CNC(=O)C1=NOC(=C1)C1=NC=C(C=C1F)F)C=1C(=NN(C1OC)C)C N-[2-(6-chloro-2-pyridyl)-2-(5-methoxy-1,3-dimethyl-pyrazol-4-yl)ethyl]-5-(3,5-difluoro-2-pyridyl)isoxazole-3-carboxamide